1-((1S,4aS,4bR,6aR,8R,11aS,11bR,13aS)-8-hydroxy-8,13a-dimethyloctadecahydro-1H-cyclohepta[a]phenanthren-1-yl)-2-(5-methyl-2H-tetrazol-2-yl)ethan-1-one O[C@]1(C[C@@H]2[C@@H]([C@H]3CC[C@@]4([C@H](CCC[C@H]4[C@@H]3CC2)C(CN2N=C(N=N2)C)=O)C)CCC1)C